FC=1C(=CC(=C2C=C(NC12)C(=O)OC)B1OC(C(O1)(C)C)(C)C)C1=CCCN(C1)C(CCC=1SC=CN1)=O methyl 7-fluoro-4-(4,4,5,5-tetramethyl-1,3,2-dioxaborolan-2-yl)-6-[1-(3-thiazol-2-ylpropanoyl)-3,6-dihydro-2H-pyridin-5-yl]-1H-indole-2-carboxylate